C(C1=CC=CC=C1)OC(=O)N1CCC(CC1)OCC1CCN(CC1)C(=O)OC(C)(C)C tert-butyl 4-[(1-benzyloxycarbonyl-4-piperidyl)oxymethyl]piperidine-1-carboxylate